CC(C(=O)O)(C)C=1C=C2C=NN=CC2=CC1 2-methyl-2-(phthalazin-6-yl)propanoic acid